methyl-N-(5-((R)-3-methylmorpholino)-3-(1-(tetrahydro-2H-pyran-2-yl)-1H-pyrazol-5-yl)pyrazolo[1,5-a]pyrimidin-7-yl)methanesulfonamide CCS(=O)(=O)NC1=CC(=NC=2N1N=CC2C2=CC=NN2C2OCCCC2)N2[C@@H](COCC2)C